5-bromo-N-(3-bromophenyl)pentanamide BrCCCCC(=O)NC1=CC(=CC=C1)Br